(3,4,5,6-tetrafluorophenyl)borate FC=1C=C(C(=C(C1F)F)F)OB([O-])[O-]